3-(1-cyclobutylpiperidine-4-yl)-1-((5-(5-(difluoromethyl)-1,3,4-oxadiazole-2-yl)pyridine-2-yl)methyl)-5-fluoro-1,3-dihydro-2H-benzo[d]imidazole-2-one C1(CCC1)N1CCC(CC1)N1C(N(C2=C1C=C(C=C2)F)CC2=NC=C(C=C2)C=2OC(=NN2)C(F)F)=O